(-)-tert-butyl 4-[(4-methylsulfonylphenyl)-phenyl-methyl]piperidine-1-carboxylate CS(=O)(=O)C1=CC=C(C=C1)C(C1CCN(CC1)C(=O)OC(C)(C)C)C1=CC=CC=C1